tert-Butyl 9-bromo-6,7-dichloro-3,4-dihydropyrazino[1,2-a]indole-2(1H)-carboxylate BrC=1C=2C=C3N(C2C(=C(C1)Cl)Cl)CCN(C3)C(=O)OC(C)(C)C